cyclopropanecarboxylic acid, Trifluoroacetic acid salt FC(C(=O)O)(F)F.C1(CC1)C(=O)O